(4bS,8aR,10aS)-10a-ethynyl-4b,8,8-trimethyl-3,7-dioxo-3,4b,7,8,8a,9,10,10a-octahydrophenanthrene-2,6-dicarbonitrile C(#C)[C@]12CC[C@H]3C(C(C(=C[C@@]3(C2=CC(C(=C1)C#N)=O)C)C#N)=O)(C)C